2-chloro-5-[4-(trifluoromethyl)-1H-imidazol-2-yl]thiazole ClC=1SC(=CN1)C=1NC=C(N1)C(F)(F)F